N1=CN=C2NC=NC2=C1C=1C(=NC=CC1)NC=1C=CC(=C(C1)NC(C1=CC(=CC=C1)S(=O)(=O)C)=O)F N-(5-(3-(9H-purin-6-yl)pyridin-2-ylamino)-2-fluorophenyl)-3-(methylsulfonyl)benzamide